1-(4-(3-((1r,3R,5S,7r)-3,5-dimethyladamantan-1-yl)ureido)-3-fluorobenzoyl)piperidine-4-carboxamide C[C@]12CC3(CC(C[C@@](C1)(C3)C)C2)NC(NC2=C(C=C(C(=O)N3CCC(CC3)C(=O)N)C=C2)F)=O